CC1=CC=C(C=C1)C(=O)Cl p-Toluoyl Chloride